FC1=C(C=C(C=C1)F)C=1N=C(SC1)N(C(C(C)C1=CC=C(C=C1)CC(C)C)=O)C1=CC=CC=C1 N-(4-(2,5-difluorophenyl)thiazol-2-yl)-2-(4-isobutylphenyl)-N-phenylpropionamide